2-Chloro-5-{3-[(2-ethyl-1-oxoisoindolin-5-yloxy)methyl]phenyl}benzoic acid ClC1=C(C(=O)O)C=C(C=C1)C1=CC(=CC=C1)COC=1C=C2CN(C(C2=CC1)=O)CC